ClC1=CC=C(C=C1)N=C=S 1-chloro-4-isothiocyanatobenzene